4-oxo-1-(4-(trifluoromethyl)phenyl)-1,2-dihydroquinazolin O=C1NCN(C2=CC=CC=C12)C1=CC=C(C=C1)C(F)(F)F